(2R,3S,4S,5R,6R)-2-(acetoxymethyl)-6-(3-bromopropoxy)tetrahydro-2H-pyran-3,4,5-triyl triacetate C(C)(=O)O[C@H]1[C@H](O[C@H]([C@@H]([C@H]1OC(C)=O)OC(C)=O)OCCCBr)COC(C)=O